trifluoro-N-(3-methoxyphenyl)acetamide tert-Butyl-ethyl(3-sulfinamoylpropyl)carbamate C(C)(C)(C)OC(N(CCCS(N)=O)CC)=O.FC(C(=O)NC1=CC(=CC=C1)OC)(F)F